IC1=CN=C2N1C=C(C=C2)[N+](=O)[O-] 3-iodo-6-nitroimidazo[1,2-a]pyridine